N-hydroxy-2,2-dimethylbutyramide ONC(C(CC)(C)C)=O